4,5-difluoro-2-((trimethylsilyl)ethynyl)aniline tert-Butyl-2-(4-(2-(2,4-dihydroxy-2-methylbutoxy)ethoxy)phenyl)-3,6,8-trioxo-2,7-diazaspiro[4.5]decane-7-carboxylate C(C)(C)(C)OC(=O)N1C(C2(CC(N(C2)C2=CC=C(C=C2)OCCOCC(CCO)(C)O)=O)CCC1=O)=O.FC1=CC(=C(N)C=C1F)C#C[Si](C)(C)C